FC=1C2=C(C(=NC1N[C@H]1[C@H](CCCC1)NC(OC(C)(C)C)=O)C=1C=NN(C1)C)C(NC2)=O tert-butyl ((1S,2R)-2-((7-fluoro-4-(1-methyl-1H-pyrazol-4-yl)-3-oxo-2,3-dihydro-1H-pyrrolo[3,4-c]pyridin-6-yl)amino)cyclohexyl)carbamate